C1(CC1)C=1C=C(C=2N(C1)C=C(N2)CN2N=NC(=C2)C(=O)NCC2=C(C(=CC=C2N2N=NN=C2)OC)F)CO 1-((6-cyclopropyl-8-(hydroxymethyl)imidazo[1,2-a]pyridin-2-yl)methyl)-N-(2-fluoro-3-methoxy-6-(1H-tetrazol-1-yl)benzyl)-1H-1,2,3-triazole-4-carboxamide